ClC=1C(=C2C=NNC2=C(C1F)C(C)C)C=1N=CC=2N(C1)C=C(N2)NC(=O)C2C(C2)F N-(6-(5-chloro-6-fluoro-7-isopropyl-1H-indazol-4-yl)imidazo[1,2-a]pyrazin-2-yl)-2-fluorocyclopropane-1-carboxamide